4-(3,3-Dimethylpiperazin-1-yl)-2,6-dimethylnicotinic acid methyl ester COC(C1=C(N=C(C=C1N1CC(NCC1)(C)C)C)C)=O